ClC=1C(=NC(=NC1)NC1=CC2=C(C(C[C@@H](C(N2)=O)C2N(CCC2)C(=O)N)(C)C)C=C1)NC1=C(C=CC=C1C(NC)=O)F [(3R)-8-[[5-chloro-4-[2-fluoro-6-(methylcarbamoyl)anilino]pyrimidin-2-yl]amino]-5,5-dimethyl-2-oxo-3,4-dihydro-1H-1-benzazepin-3-yl]pyrrolidine-1-carboxamide